O=C([C@@H](C)NC(C([2H])([2H])[2H])=O)N1C(C(N(C(C1([2H])[2H])([2H])[2H])C1=CC(=C(C=C1)[2H])OC(F)(F)F)([2H])[2H])([2H])[2H] (R)-N-(1-oxo-1-(4-(3-(trifluoromethoxy)phenyl-4-d)piperazin-1-yl-2,2,3,3,5,5,6,6-d8)propan-2-yl)acetamide-2,2,2-d3